6,8,11,13-tetramethyl-5,7,12,14-tetraoxaoctadec-9-ene CC(OCCCC)OC(C=CC(OC(OCCCC)C)C)C